C(C)/C(/C(C(=O)OC=1C=C(C=C2C(=CC=NC12)NC1CCN(CC1)S(=O)(=O)C(F)(F)F)C(C1=CC=C(C=C1)Cl)C1=CC=C(C=C1)Cl)=O)=C(/O)\C1=CC(=C(C=C1)F)F 6-[bis(4-chlorophenyl)methyl]-4-[(1-trifluoromethanesulfonyl-piperidin-4-yl)amino]quinolin-8-ol Ethyl-(3Z)-4-(3,4-difluorophenyl)-4-hydroxy-2-oxobut-3-enoate